Pyrimidine-2,4(1h,3h)-Dione N1C(NC(C=C1)=O)=O